C[Si](C)(C)C#CC1=CC=CC(=N1)C(C)=O 1-(6-((trimethylsilyl)ethynyl)pyridin-2-yl)ethanone